[F-].C(CCCCCCC)[NH+]1C(CCC1)CCC 1-octyl-2-propylpyrrolidinium fluoride